ClC1=C(C=C(C=C1)C#N)C1=CC=CC=2C=C(OC21)C(=O)N[C@H]2C[C@H](CC2)O 7-(2-chloro-5-cyano-phenyl)-N-[(1R,3S)-3-hydroxycyclopentyl]benzofuran-2-carboxamide